1-cyclopropyl-5-(4,4,5,5-tetramethyl-1,3,2-dioxaborolan-2-yl)pyridin-2-one C1(CC1)N1C(C=CC(=C1)B1OC(C(O1)(C)C)(C)C)=O